N-((3S,4S)-3-((6-(2,6-dichloro-3,5-dimethoxyphenyl)-8-((oxetan-3-ylmethyl)amino)pyrido[3,4-d]pyrimidin-2-yl)amino)tetrahydro-2H-pyran-4-yl)acrylamide ClC1=C(C(=C(C=C1OC)OC)Cl)C1=CC2=C(N=C(N=C2)N[C@@H]2COCC[C@@H]2NC(C=C)=O)C(=N1)NCC1COC1